2-(3-cyclohexyl-5-methyl-4,5-dihydroisoxazol-5-yl)acetic acid-13C C1(CCCCC1)C1=NOC(C1)(C)C[13C](=O)O